C(C)OC(NCC(COCCCCCCCCCCCCCC)OCCCCCCCCCCCCCC)=O.C(CCC(=O)[O-])(=O)[O-].[Ca+2] Calcium succinat ethyl-N-(2,3-di(tetradecanoxy)propyl)carbamate